4-(3,3-difluoropiperidin-1-yl)-N-(4-((hydroxyamino)methyl)phenyl)aniline 7-((S)-2-(benzyloxy)-1-cyclopentyl-2-oxoethyl)-6-oxo-2,7-diazaspiro[4.4]nonane-2-carboxylate C(C1=CC=CC=C1)OC([C@H](C1CCCC1)N1C(C2(CCN(C2)C(=O)O)CC1)=O)=O.FC1(CN(CCC1)C1=CC=C(NC2=CC=C(C=C2)CNO)C=C1)F